NC1=C(C(=O)OC)C=C(C=C1SSC1=CC(=CC(=C1)C(=O)OC)OCC)OCC methyl 2-amino-5-ethoxy-3-[(3-ethoxy-5-methoxycarbonyl-phenyl)disulfanyl]benzoate